(S)-2,3-dimethyl-6-(2-(2-methylpyridin-4-yl)morpholino)-8-(6-(trifluoromethyl)pyridin-3-yl)pyrimido[5,4-d]pyrimidin-4(3H)-one CC=1N(C(C2=C(N1)C(=NC(=N2)N2C[C@@H](OCC2)C2=CC(=NC=C2)C)C=2C=NC(=CC2)C(F)(F)F)=O)C